COC(=O)C1=NC=C(N=C1)Br methyl-5-bromopyrazine-2-carboxylate